C(C)(=O)OC(C(=O)O)C 2-ACETOXYPROPIONIC ACID